(3S)-3,7-dimethyloct-7-ene-1,6-diol C[C@H](CCO)CCC(C(=C)C)O